3-[(6-{3-Azabicyclo[3.1.0]hex-3-yl}-2-ethylpyridin-3-yl)methyl]-1,2-oxazole-5-carboxylic acid ethyl ester C(C)OC(=O)C1=CC(=NO1)CC=1C(=NC(=CC1)N1CC2CC2C1)CC